BrC1=CN=C2N1N=C(C(=C2)OC([2H])([2H])[2H])C2CC2 3-bromo-6-cyclopropyl-7-(trideuteriomethoxy)imidazo[1,2-b]pyridazine